C1(CC1)N1C(=NC2=C1C=C(C=C2)F)C=2C(=NC=NC2)C#N 5-(1-Cyclopropyl-6-fluoro-1H-benzo[d]imidazol-2-yl)pyrimidin-4-carbonitril